3-bromo-4-methoxy-N2-methyl-benzene-1,2-diamine BrC1=C(C(=CC=C1OC)N)NC